CC=CCC=CC=CCCCC(=O)OC(C)(C)C tert-butyl undecene-2,5-diene-11-carboxylate